C(C)OC[N+]1(CCCC1)CCCC N-ethoxymethyl-N-n-butylpyrrolidinium